ClC1=CC(=CC2=C1N(C(=N2)C)C2CC(C2)(O)C)B2OCC(CO2)(C)C 3-[7-chloro-5-(5,5-dimethyl-1,3,2-dioxaborinan-2-yl)-2-methyl-benzimidazol-1-yl]-(cis)-1-methyl-cyclobutanol